COC1=CC2=C(N(C([C@H]3N(C2=O)CC=C(C3)C3=CC=C(C=C3)S(NC)(=O)=O)OC)C(=O)OCC=C)C=C1OCC1=CC(=CC=C1)CC(=O)OC allyl (6aS)-2,6-dimethoxy-3-((3-(2-methoxy-2-oxoethyl)benzyl)oxy)-8-(4-(N-methylsulfamoyl)phenyl)-12-oxo-6,6a,7,10-tetrahydrobenzo[e]pyrido[1,2-a][1,4]diazepine-5(12H)-carboxylate